N-(2-(4-((1-(methoxy-d3)isoquinolin-5-yl)sulfonyl)piperazin-1-yl)-2-oxoethyl)acrylamide C(OC1=NC=CC2=C(C=CC=C12)S(=O)(=O)N1CCN(CC1)C(CNC(C=C)=O)=O)([2H])([2H])[2H]